N1(CCCCC1)CCC=O 1-PIPERIDINEPROPANAL